tert-butyl 4-(6-amino-3-(2-methoxyethyl)-4-oxo-3,4-dihydroquinazolin-2-yl)piperidine-1-carboxylate NC=1C=C2C(N(C(=NC2=CC1)C1CCN(CC1)C(=O)OC(C)(C)C)CCOC)=O